ClC1=C(C=C(C(=C1)F)N1C(N(C(=CC1=O)C(F)(F)F)C)=O)C1=NOC2(C1CCC2)C(=O)OCC ethyl 3-{2-chloro-4-fluoro-5-[3-methyl-2,6-dioxo-4-(trifluoromethyl)-3,6-dihydropyrimidine-1(2H)-yl]phenyl}-3a,4,5,6-tetrahydro-6aH-cyclopenta[d][1,2]oxazole-6a-carboxylate